1,1-dibromo-2,2-difluoroethylene BrC(=C(F)F)Br